methyl (2E)-2-{2-[(6-chloropyrimidin-4-yl)oxy]phenyl}-3-methoxyacrylate ClC1=CC(=NC=N1)OC1=C(C=CC=C1)/C(/C(=O)OC)=C\OC